1,5-anhydro-3-(8-chloro-6-(3-fluoro-4-(methylcarbamoyl)benzyl)-7-methyl-4-oxoquinazolin-3(4H)-yl)-2,3-dideoxy-L-threo-pentitol ClC=1C(=C(C=C2C(N(C=NC12)[C@H]1CCOC[C@@H]1O)=O)CC1=CC(=C(C=C1)C(NC)=O)F)C